CC(CCCCCCC(C=CC=CC=CC=CC=CC=CC(=O)O)O)O 14,21-dihydroxy-docosahexaenoic acid